N-(4-cyano-2-fluoro-phenyl)-4-[[3-(cyclopropylmethoxy)phenyl]methyl]-1H-pyrrole-3-sulfonamide C(#N)C1=CC(=C(C=C1)NS(=O)(=O)C1=CNC=C1CC1=CC(=CC=C1)OCC1CC1)F